N-(2'-(4,4-difluorocyclohexyl)-[2,4'-bipyridin]-3'-yl)-2-isopropylpyrimidine-5-carboxamide FC1(CCC(CC1)C1=NC=CC(=C1NC(=O)C=1C=NC(=NC1)C(C)C)C1=NC=CC=C1)F